9-(3-(2,4-dioxotetrahydropyrimidin-1(2H)-yl)-4-methoxybenzoyl)-3,9-diazaspiro[5.5]undecane O=C1N(CCC(N1)=O)C=1C=C(C(=O)N2CCC3(CCNCC3)CC2)C=CC1OC